FC=1C=C(C=CC1F)N1[C@]2(C[C@H]2CC1=O)C1=NC2=C(N1[C@@H]1CC[C@H](CC1)OC)C=CC(=C2)C=2C(=NOC2C)C (1S,5S)-2-(3,4-difluorophenyl)-1-(5-(3,5-dimethylisoxazol-4-yl)-1-((trans)-4-methoxycyclohexyl)-1H-benzo[d]imidazol-2-yl)-2-azabicyclo[3.1.0]hexane-3-one